C1(CC1)[C@@H]1NC2=C(C(N(C=3C=CC(=CC23)NC2=CC(=NC=C2F)N2CCNCC2)C)=O)OCC1(F)F (S)-2-cyclopropyl-3,3-difluoro-10-((5-fluoro-2-(piperazin-1-yl)pyridin-4-yl)amino)-7-methyl-1,2,3,4-tetrahydro-[1,4]oxazepino[2,3-c]quinolin-6(7H)-one